OC1CCN(CC1)C1=NC(=NC(=C1)NCC1=CC=C(C=C1)NS(=O)(=O)C)NC=1SC(=C(N1)C)C(=O)OCC 2-[[4-[4-hydroxy-1-piperidinyl]-6-[[(4-(methylsulfonylamino)phenyl)methyl]amino]-2-pyrimidinyl]amino]-4-methyl-5-thiazolecarboxylic acid, ethyl ester